methyl 3-bromo-6-(diacetylamino)-2-fluoro-5-iodobenzoate BrC=1C(=C(C(=O)OC)C(=C(C1)I)N(C(C)=O)C(C)=O)F